CC(C)C[C@@H](C(=O)[C@]1(CO1)C)NC(=O)[C@H](CC2=CC=CC=C2)NC(=O)[C@H](CC(C)C)NC(=O)[C@H](CCC3=CC=CC=C3)NC(=O)CN4CCOCC4 The molecule is a synthetic tetrapeptide consisting of morpholin-4-acetyl, L-2-amino-4-phenylbutanoyl, L-leucyl and L-phenylalanyl residues joined in sequence with the C-terminus connected to the amino group of (2S)-2-amino-4-methyl-1-[(2R)-2-methyloxiran-2-yl]-1-oxopentan-1-one via an amide linkage. Used for the treatment of patients with multiple myeloma It has a role as an antineoplastic agent and a proteasome inhibitor. It is a tetrapeptide, a member of morpholines and an epoxide.